[O-2].C(C)(C)(C)OC(=O)N1CCC(CC1)[Zn]I (1-(tert-butoxycarbonyl)piperidin-4-yl)iodoZinc (II) oxide